(E)-2-Octenyl hexanoate C(CCCCC)(=O)OC\C=C\CCCCC